methyl 1-(3,5-bis(trifluoromethyl) benzyl)-3-formyl-1H-indole-4-carboxylate FC(C=1C=C(CN2C=C(C=3C(=CC=CC23)C(=O)OC)C=O)C=C(C1)C(F)(F)F)(F)F